1-[4-(trifluoromethyl)phenyl]prop-2-en-1-ol FC(C1=CC=C(C=C1)C(C=C)O)(F)F